ClC=1C(=C(C=C(C1)CC)N1CCN(CC1)C[C@H](CCNC(=O)C=1NC2=CC=CC=C2C1)F)OC (S)-N-(4-(4-(3-chloro-5-ethyl-2-methoxyphenyl)piperazin-1-yl)-3-fluorobutyl)-1H-indole-2-carboxamide